ClC1=CC(=C(C=C1Cl)NC(=O)N1C2CCC1CC=1C(=NC=CC12)F)F N-(4,5-dichloro-2-fluorophenyl)-1-fluoro-6,7,8,9-tetrahydro-5H-5,8-epiminocyclohepta[c]-pyridine-10-carboxamide